12-chloro-18,20-difluoro-13-methoxy-15,15-dioxo-4-(trifluoromethyl)-8-oxa-3,15λ6-dithia-5,16-diazatetracyclo[15.3.1.110,14.02,6]docosa-1(21),2(6),4,10,12,14(22),17,19-octaen-9-one ClC=1C=C2C(OCC=3N=C(SC3C=3C(=CC(=C(NS(C(C1OC)=C2)(=O)=O)C3)F)F)C(F)(F)F)=O